C(CCC)N(C1=NC=C(C=N1)C1=C2C=C(C(=CC2=CC2=C1C(OC2)=O)OC)OC)C 9-(2-(butyl(methyl)amino)pyrimidin-5-yl)-6,7-dimethoxynaphtho[2,3-c]furan-1(3H)-one